6-bromo-1-(2-trimethylsilylethoxymethyl)-3,4-dihydroquinolin-2-one BrC=1C=C2CCC(N(C2=CC1)COCC[Si](C)(C)C)=O